C(C)(C)(C)OC(=O)N[C@H](C(=O)OC)CCN1C(N(C2=C1C=C(C=C2)NC2=C(C(=NC=C2)Cl)C#N)C)=O Methyl (2S)-2-(tert-butoxycarbonylamino)-4-[6-[(2-chloro-3-cyano-4-pyridyl)amino]-3-methyl-2-oxo-benzimidazol-1-yl]butanoate